3-amino-6-(aminomethyl)-1,2,4-triazin-5(4H)-one dihydrochloride Cl.Cl.NC1=NN=C(C(N1)=O)CN